2,2,4-trimethyl-adipic acid CC(C(=O)O)(CC(CC(=O)O)C)C